1,3-bis[4-(vinyloxycarbonyloxy)but-1-yl]tetramethyl-disiloxane C(=C)OC(=O)OCCCC[Si](O[Si](CCCCOC(=O)OC=C)(C)C)(C)C